2-[2-[(1S,4aR,8aS)-5-formyl-1-methyl-3,4,4a,5,6,7,8,8a-octahydro-1H-isoquinolin-2-yl]-2-oxo-ethyl]-3-chloro-4-methoxy-benzonitrile C(=O)C1[C@@H]2CCN([C@H]([C@H]2CCC1)C)C(CC1=C(C#N)C=CC(=C1Cl)OC)=O